1-[(dimethylamino)methyl]-4-oxo-quinolizine-3-carboxylic acid CN(C)CC=1C=C(C(N2C=CC=CC12)=O)C(=O)O